4-{[1'-(2,2-difluoropropyl)-1,2-dihydrospiro[indole-3,4'-piperidine]-1-yl]Sulfonyl}-N,N-dimethyl-benzene-1-sulfonamide FC(CN1CCC2(CC1)CN(C1=CC=CC=C12)S(=O)(=O)C1=CC=C(C=C1)S(=O)(=O)N(C)C)(C)F